(3-aminopiperidin-1-yl)(2-(6-(cyclopropylmethyl)-1-methyl-1,6-dihydropyrrolo[2,3-c]pyrazol-5-yl)-7-methoxy-1-methyl-1H-benzo[d]imidazol-5-yl)methanone hydrochloride Cl.NC1CN(CCC1)C(=O)C1=CC2=C(N(C(=N2)C2=CC3=C(N(N=C3)C)N2CC2CC2)C)C(=C1)OC